N-((1S)-2-((2-fluoro-4-(1-(methyl(2,2,2-trifluoroethyl)amino)-1-oxopropan-2-yl)phenyl)amino)-1-(4-methylcyclohexyl)-2-oxoethyl)-1-(prop-2-yn-1-yl)-1H-pyrazole-5-carboxamide FC1=C(C=CC(=C1)C(C(=O)N(CC(F)(F)F)C)C)NC([C@H](C1CCC(CC1)C)NC(=O)C1=CC=NN1CC#C)=O